2-(4-(7-isopropyl-1-methyl-2,3-dioxo-2,3-dihydropyrido[2,3-b]pyrazin-4(1H)-yl)piperidine-1-yl)pyrimidine-5-carbonitrile C(C)(C)C1=CC2=C(N(C(C(N2C)=O)=O)C2CCN(CC2)C2=NC=C(C=N2)C#N)N=C1